5,5'-(2,6-bis(4-(3-(tert-butyl)-9H-carbazol-9-yl)phenyl)-4-(2-(4,6-diphenyl-1,3,5-triazin-2-yl)phenyl)pyridine-3,5-diyl)bis(5H-pyrido[4,3-b]indole) C(C)(C)(C)C=1C=CC=2N(C3=CC=CC=C3C2C1)C1=CC=C(C=C1)C1=NC(=C(C(=C1N1C2=C(C=3C=CC=CC13)C=NC=C2)C2=C(C=CC=C2)C2=NC(=NC(=N2)C2=CC=CC=C2)C2=CC=CC=C2)N2C1=C(C=3C=CC=CC23)C=NC=C1)C1=CC=C(C=C1)N1C2=CC=CC=C2C=2C=C(C=CC12)C(C)(C)C